14α-hydroxy-androstanedione O[C@@]12CCC([C@@]1(C)CC[C@@H]1[C@]3(CCC(CC3CC[C@@H]21)=O)C)=O